(S)-3-(1,4-Dimethyl-1H-benzo[d][1,2,3]triazol-5-yl)-3-(4-methyl-3-((2,2,8-trimethyl-2,3-dihydrobenzo[f][1,4]oxazepin-4(5H)-yl)methyl)phenyl)propanoic acid CN1N=NC2=C1C=CC(=C2C)[C@@H](CC(=O)O)C2=CC(=C(C=C2)C)CN2CC(OC1=C(C2)C=CC(=C1)C)(C)C